hexa-aminocobalt chloride N[Co](N)(N)(N)(N)(N)Cl